C[C@@H]1N(CC1)C1=NC=CC=N1 (S)-2-(2-methylazetidin-1-yl)pyrimidine